4-(4-cyclopropyl-2-oxo-2,3-dihydro-1H-1,3-benzodiazol-1-yl)-N-(4-iodophenyl)piperidine-1-carboxamide C1(CC1)C1=CC=CC=2N(C(NC21)=O)C2CCN(CC2)C(=O)NC2=CC=C(C=C2)I